2-(2,8-Dimethylimidazo[1,2-b]pyridazin-6-yl)-4-keto-3H-thieno[2,3-d]pyrimidin CC=1N=C2N(N=C(C=C2C)C=2NC(C3=C(N2)SC=C3)=O)C1